CN1C2=C(N=CC1=O)C=CC(=N2)OCCNC[C@@H]2CN(C(O2)=O)C2=NC1=C(SCC(N1)=O)N=C2 (R)-5-(((2-((4-methyl-3-oxo-3,4-dihydropyrido[2,3-b]pyrazin-6-yl)oxy)ethyl)amino)methyl)-3-(3-oxo-3,4-dihydro-2H-pyrazino[2,3-b][1,4]thiazin-6-yl)oxazolidin-2-one